2-(3-(2-(tosyloxy)ethoxy)propoxy)acetic acid S(=O)(=O)(C1=CC=C(C)C=C1)OCCOCCCOCC(=O)O